ClC1=CC(=C(OC2=C(C#N)C=C(C(=C2)N2C(NC(=CC2=O)C(F)(F)F)=O)F)C(=C1)C)C 2-(4-Chloro-2,6-dimethylphenoxy)-4-[2,6-dioxo-4-(trifluoromethyl)-3,6-dihydropyrimidin-1(2H)-yl]-5-fluorobenzonitrile